[Si](C)(C)(C(C)(C)C)OCC(CNC(OCC(Cl)(Cl)Cl)=O)CC1=NC=CC=C1 2,2,2-trichloroethyl (3-((tert-butyldimethylsilyl)oxy)-2-(pyridin-2-ylmethyl)propyl)carbamate